3-[5-oxo-2-[4-[3-(4-piperidyloxy)cyclobutyl]piperazin-1-yl]-7H-pyrrolo[3,4-b]pyridin-6-yl]piperidine-2,6-dione formate C(=O)O.O=C1N(CC2=NC(=CC=C21)N2CCN(CC2)C2CC(C2)OC2CCNCC2)C2C(NC(CC2)=O)=O